3'-(3-(3-fluorobenzyl)ureido)-[1,1'-biphenyl]-4-carboxamide FC=1C=C(CNC(NC=2C=C(C=CC2)C2=CC=C(C=C2)C(=O)N)=O)C=CC1